C(CCCCCCC\C=C/CCCCCCCC)(=O)OCCCCCCCCCCCCCCCCCCCCCCCCCCC heptacosan-1-yl oleate